[Sb].ClC=1C=CC=CC1 3-chlorobenzene antimony